ClC=1N=NC(=CC1NC(OC(C)(C)C)=O)C(F)F tert-butyl (3-chloro-6-(difluoromethyl)pyridazin-4-yl)carbamate